4-methyl-4-(4-nitrophenoxy)piperidine-1-carboxylic acid tert-butyl ester C(C)(C)(C)OC(=O)N1CCC(CC1)(OC1=CC=C(C=C1)[N+](=O)[O-])C